2-(2-(2-chloroethoxy)ethoxy)tetrahydro-2H-pyran didodecyl-dihydro-2,6-dimethyl-3,5-pyridinedicarboxylate C(CCCCCCCCCCC)OC(=O)C=1C(NC(=C(C1)C(=O)OCCCCCCCCCCCC)C)C.ClCCOCCOC1OCCCC1